Tert-butyl (1-(2-cyano-3-iodophenyl)piperidin-4-yl)carbamate C(#N)C1=C(C=CC=C1I)N1CCC(CC1)NC(OC(C)(C)C)=O